S1C=CC23C1=CN=C3CCCC2 4,5,6,7-tetrahydrothieno[2,3-c]indole